2-methyl-6-(pyridin-3-yl)aniline Tert-butyl-3,8-diazabicyclo[3.2.1]octane-8-formate C(C)(C)(C)OC(=O)N1C2CNCC1CC2.CC2=C(N)C(=CC=C2)C=2C=NC=CC2